(+)-2,2'-methylenebis[3a,8a-dihydro-8H-indeno[1,2-d]oxazole] C(C=1OC2C(N1)C=1C=CC=CC1C2)C=2OC1C(N2)C=2C=CC=CC2C1